OC(CNCC(=O)C1=C(N(C(=C1)C)C1=CC=C(C#N)C=C1)C)CO 4-(3-(2-((2,3-Dihydroxypropyl)amino)acetyl)-2,5-dimethyl-1H-pyrrol-1-yl)benzonitrile